ClC=1SC(=C2C1CCC2=O)Cl 1,3-dichloro-5,6-dihydro-4H-cyclopenta[c]thiophen-4-one